C1=C(C=CC=C1)CCCC(O)O o-benzenebutanediol